BrC1=CC=CC=2N(C(NC21)=O)CCCC 4-bromo-1-butyl-1,3-dihydro-2H-benzo[d]imidazol-2-one